COC1=C(C=CC(=C1)N1CCN(CC1)C)NC1=NC=2NC(C(=NC2C=N1)C1=CC=CC=C1)=O 2-((2-methoxy-4-(4-methyl-1-piperazinyl)phenyl)amino)-6-phenyl-7(8H)pteridinone